(3Z)-16-bromo-3-hexadecen-1-ol BrCCCCCCCCCCCC\C=C/CCO